C(N)(=O)C=1N(C2=CC(=CC=C2C1)OC(F)(F)F)C1=CC=CC(=N1)[C@H]1[C@@H](C1)C(=O)O |r| trans-(rac)-2-(6-(2-carbamoyl-6-(trifluoromethoxy)-1H-indol-1-yl)pyridin-2-yl)cyclopropane-1-carboxylic acid